3-(3-fluoro-5-((2-(2-fluoro-5-((4-methyl-1H-indol-5-yl)oxy)phenyl)-1H-imidazol-5-yl)methyl)phenyl)propanoic acid FC=1C=C(C=C(C1)CC1=CN=C(N1)C1=C(C=CC(=C1)OC=1C(=C2C=CNC2=CC1)C)F)CCC(=O)O